ClC1=NC=C(C(=O)O)C=C1F 6-chloro-5-fluoronicotinic acid